POTASSIUM 6-METHYL-1,2,3-OXATHIAZIN-4(3H)-ONE 2,2-DIOXIDE CC1=CC(NS(O1)(=O)=O)=O.[K]